C1(CC1)NC(CCCC=1N=C(N(C1)C1=CC=CC=C1)C1=C(C(=O)N)C=CC=C1C=1C=C2C=NNC2=CC1)=O (4-(4-(cyclopropylamino)-4-oxobutyl)-1-phenyl-1H-imidazol-2-yl)-3-(1H-indazol-5-yl)benzamide